C1(CC1)C(=O)NC1=NC(=CC(=N1)C(=O)N)C 2-(cyclopropanecarboxamido)-6-methylpyrimidine-4-carboxamide